ClC1=CC=C(C=C1)C1=CC(N(C1=C)C)=O 4-(4-chlorophenyl)-1-methyl-5-methylene-pyrrol-2-one